ethyl 3-[[6-[[5-bromo-6-(2-vinylphenyl)-2-pyridyl]sulfamoyl]-2-pyridyl]-hex-5-enyl-amino]-2,2-dimethyl-propanoate BrC=1C=CC(=NC1C1=C(C=CC=C1)C=C)NS(=O)(=O)C1=CC=CC(=N1)N(CC(C(=O)OCC)(C)C)CCCCC=C